4-[[3-fluoro-2-methoxy-propyl]-[4-(5,6,7,8-tetrahydro-1,8-naphthyridin-2-yl)butyl]amino]-2-[[1-[4-(trifluoromethyl)pyrimidin-5-yl]cyclopropanecarbonyl]amino]butanoic acid FCC(CN(CCC(C(=O)O)NC(=O)C1(CC1)C=1C(=NC=NC1)C(F)(F)F)CCCCC1=NC=2NCCCC2C=C1)OC